[Si](C1=CC=CC=C1)(C1=CC=CC=C1)(C(C)(C)C)OCCCC[C@@H](C)OC1=NC(=CC=C1S[C@H]1[C@H](CCC1)C(=O)OC)C |&1:32,33| Methyl (1RS,2RS)-2-((2-(((R)-6-((tert-butyldiphenylsilyl)oxy)hexan-2-yl)oxy)-6-methylpyridin-3-yl)thio)cyclopentane-1-carboxylate